C1(=NC=CC2=CC=CC=C12)NC(C(=O)O)CCN(CCCCC1=NC=2NCCCC2C=C1)CCOC 2-(isoquinolin-1-ylamino)-4-((2-methoxyethyl)(4-(5,6,7,8-tetrahydro-1,8-naphthyridin-2-yl)butyl)amino)butanoic acid